bisphenol A bis(glycidyl methacrylate) C(C1CO1)C=C(C(=O)O)C.C(C1CO1)C=C(C(=O)O)C.OC1=CC=C(C=C1)C(C)(C)C1=CC=C(C=C1)O